N-(6-amino-5-methylpyridin-3-yl)-2-((2S,5R)-4-isobutyryl-5-methyl-2-(3-(4-methylpiperazin-1-yl)phenyl)piperazin-1-yl)-2-oxoacetamide NC1=C(C=C(C=N1)NC(C(=O)N1[C@H](CN([C@@H](C1)C)C(C(C)C)=O)C1=CC(=CC=C1)N1CCN(CC1)C)=O)C